ClC1=C(C=C2C(=NNC2=C1)C1=CC(=NC=C1)OC)C1C[C@@H]2[C@@H](CN(C2)C2COCC2)C1 6-chloro-3-(2-methoxypyridin-4-yl)-5-((3aR,5s,6aS)-2-(tetrahydrofuran-3-yl)octahydrocyclopenta[c]pyrrol-5-yl)-1H-indazole